tert-Butyl N-{3-[4-carbamoyl-5-(carbamoylamino)-2-thienyl]benzyl}-L-alaninate C(N)(=O)C=1C=C(SC1NC(N)=O)C=1C=C(CN[C@@H](C)C(=O)OC(C)(C)C)C=CC1